2-((R)-1-(1-(5-ethylpyrimidin-2-yl)piperidin-4-yl)ethoxy)-6-(2-fluoro-6-(methylsulfonyl)pyridin-3-yl)imidazo[2,1-b][1,3,4]thiadiazole C(C)C=1C=NC(=NC1)N1CCC(CC1)[C@@H](C)OC1=NN2C(S1)=NC(=C2)C=2C(=NC(=CC2)S(=O)(=O)C)F